methyl (2R,3S)-1-(7,8-dichloro-4-(1H-imidazol-1-yl)quinolin-2-yl)-3-fluoropyrrolidine-2-carboxylate ClC1=CC=C2C(=CC(=NC2=C1Cl)N1[C@@H]([C@H](CC1)F)C(=O)OC)N1C=NC=C1